N-(7-fluoro-2-methyl-2H-indazol-5-yl)-4-isobutoxy-2-(piperazin-1-yl)pyrimidine-5-carboxamide formate C(=O)O.FC1=CC(=CC2=CN(N=C12)C)NC(=O)C=1C(=NC(=NC1)N1CCNCC1)OCC(C)C